(S)-5-methoxy-tryptophanol COC1=CC=C2NC=C(C[C@H](N)CO)C2=C1